N-(trans-3-methylcyclohexyl)picolinamide C[C@@H]1C[C@H](CCC1)NC(C1=NC=CC=C1)=O